[NH4+].C(=CC1=CC=CC=C1)/C(=C/C(=O)[O-])/C(=O)[O-].[NH4+] Styrene-maleic acid-ammonium salt